C(C1=CC=CC=C1)N(C1CC2(CN(C2)C(=O)OC(C)(C)C)C1)S(NC(=O)OC(C)(C)C)(=O)=O tert-butyl 6-(benzyl (N-(tert-butoxycarbonyl) sulfamoyl) amino)-2-azaspiro[3.3]heptane-2-carboxylate